CC=1NN=C2C(=CC(=CC12)C(=O)N1CCC2(CC1)CC1=C(N=C(S1)C1(CC1)C)C(C2)=O)C (3,7-dimethyl-2H-indazole-5-carbonyl)-2-(1-methylcyclopropyl)-5H-spiro[benzo[d]thiazol-6,4'-piperidin]-4(7H)-one